P(O)OPO.C1(=CC=CC=C1)C1=C(C(=C(C(=C1O)C1=CC=CC=C1)C1=CC=CC=C1)C(C)(C)C1=CC=C(C=C1)O)C1=CC=CC=C1 tetraphenyl-bisphenol A diphosphonite